4-(5-{3-[(S)-(1,3-Dimethyl-azetidin-3-yl)-hydroxy-(4-isopropyl-phenyl)-methyl]-phenyl}-[1,2,4]oxadiazol-3-ylmethyl)-tetrahydro-pyran-4-ol CN1CC(C1)(C)[C@@](C=1C=C(C=CC1)C1=NC(=NO1)CC1(CCOCC1)O)(C1=CC=C(C=C1)C(C)C)O